FC(N1C(N(C2=C1C=CC=C2)CC2=CC=C(CNS(=O)(=O)C)C=C2)=O)F N-(4-((3-(difluoromethyl)-2-oxo-2,3-dihydro-1H-benzo[d]imidazol-1-yl)methyl)benzyl)methanesulfonamide